ONC(C)=O N-Hydroxy-Acetamide